butyltetradecane C(CCC)CCCCCCCCCCCCCC